methyl tetracyclo[6.2.1.13,6.02,7]dodec-9-ene-4-carboxylate C12C3C4C(CC(C3C(C=C1)C2)C4)C(=O)OC